tert-butyl 4-[4-[(5-bromo-2-pyridyl)oxy]cyclohexyl]piperazine-1-carboxylate BrC=1C=CC(=NC1)OC1CCC(CC1)N1CCN(CC1)C(=O)OC(C)(C)C